C(C(Br)Br)(Br)Br 1,2,2-tetrabromoethane